6-bromo-3,11,11-trimethyl-5-(trifluoromethyl)-8,9,10,11-tetrahydrofuro[3,2-f][1,2,4]triazolo[4,3-a]quinoxaline BrC=1C2=C(C=3NC(C=4N(C3C1C(F)(F)F)C(=NN4)C)(C)C)CCO2